3-{2-[2-(2-{[2-(2,6-dioxopiperidin-3-yl)-1,3-dioxo-2,3-dihydro-1H-isoindol-4-yl]oxy}acetamido)ethoxy]ethoxy}propanoic acid O=C1NC(CCC1N1C(C2=CC=CC(=C2C1=O)OCC(=O)NCCOCCOCCC(=O)O)=O)=O